1-[2-cyano-4-(trifluoromethyl)phenyl]-4-[6-(1-methyl-1H-pyrrol-2-yl)pyridin-3-yl]-N-[(3S)-pyrrolidin-3-yl]piperidine-4-carboxamide C(#N)C1=C(C=CC(=C1)C(F)(F)F)N1CCC(CC1)(C(=O)N[C@@H]1CNCC1)C=1C=NC(=CC1)C=1N(C=CC1)C